6-((Diphenylmethylene)amino)pyrrolo[1,2-a]pyrazin-1(2H)-one-4-d C1(=CC=CC=C1)C(C1=CC=CC=C1)=NC1=CC=C2N1C(=CNC2=O)[2H]